2-Chloro-6-fluorocinnamoylguanidin ClC1=C(C=CC(=O)NC(=N)N)C(=CC=C1)F